2,6-difluoro-N-[(3R,4S)-4-fluoro-1-(3-fluorocyclobutanecarbonyl)pyrrolidin-3-yl]benzamide FC1=C(C(=O)N[C@@H]2CN(C[C@@H]2F)C(=O)C2CC(C2)F)C(=CC=C1)F